C(C)(C)(C)OC(=O)N1CC=2N(N=CC2C1)C1=CC=C(C=C1)OC 1-(4-methoxyphenyl)-4,6-dihydropyrrolo[3,4-c]pyrazole-5(1H)-carboxylic acid tert-butyl ester